OC1=C(C=C(CC2=C(C=C(C=C2C)C)O)C=C1)C(C)C (4-hydroxy-3-isopropylbenzyl)-3,5-dimethylphenol